C(C)C(/C=C(/C=O)\C)(CC=C(C)C)C (E)-4-ethyl-2,4,7-trimethylocta-2,6-dienal